COC=1C=C2C=CC(=CC2=CC1)C(CC)=O 6-Methoxy-2-propionyl-naphthalene